ClC1=C(C=C2C=C(N=CC2=C1)NC(=O)C1C(C1)C=1C=NN(C1)C)C1CCN(CC1)[C@@]1(COC[C@@H]1F)C N-(7-chloro-6-(1-((3R,4R)-4-fluoro-3-methyltetrahydrofuran-3-yl)piperidin-4-yl)isoquinolin-3-yl)-2-(1-methyl-1H-pyrazol-4-yl)cyclopropane-1-carboxamide